5-[(3-chloro-N-methyl-anilino)methyl]isoxazole-3-carbohydrazide ClC=1C=C(N(C)CC2=CC(=NO2)C(=O)NN)C=CC1